C1=C(C=CC2=CC=CC=C12)CNC(=O)C1CN(CCN1C(=O)C=1SC=CC1)C(=O)[O-] 3-((naphthalen-2-ylmethyl)carbamoyl)-4-(thiophene-2-carbonyl)piperazine-1-carboxylate